OC1=C(C=C(/C=C/C=2C=C(C=C(C2CC=C(C)C)OCCC)O)C=C1)OC (E)-3-(4-hydroxy-3-methoxystyryl)-4-(3-methylbut-2-en-1-yl)-5-propoxyphenol